N-(5-(((2S,4R)-4-(benzo[d]oxazol-6-yloxy)-2-methylpyrrolidin-1-yl)methyl)-4-fluorothiazol-2-yl)acetamide O1C=NC2=C1C=C(C=C2)O[C@@H]2C[C@@H](N(C2)CC2=C(N=C(S2)NC(C)=O)F)C